4-hydroxy-7-methoxy-1-(4-methoxybenzyl)-3-methyl-1,5-naphthyridin-2(1H)-one OC1=C(C(N(C2=CC(=CN=C12)OC)CC1=CC=C(C=C1)OC)=O)C